3-amino-o-cresol CC1=C(C=CC=C1O)N